O1COC2=C1C=CC=C2C2=NN(C=C2)C2=NC(=NC(=C2)N2CCOCC2)[C@H](CO)OC (R)-2-(4-(3-(benzo[d][1,3]dioxol-4-yl)-1H-pyrazol-1-yl)-6-morpholinopyrimidin-2-yl)-2-methoxyethan-1-ol